2-(4-{5-[(2,6-dichlorophenyl) methoxy]pyrimidin-2-yl}piperazin-1-yl)-2-oxoethyl acetate C(C)(=O)OCC(=O)N1CCN(CC1)C1=NC=C(C=N1)OCC1=C(C=CC=C1Cl)Cl